ClP1(=NP(=NP(=N1)(Cl)Cl)(C1=CC=CC=C1)C1=CC=CC=C1)Cl 2,2,4,4-tetrachloro-6,6-diphenylcyclotriphosphazene